5-Methyl-1-(1-(4-(piperazin-1-yl)benzyl)-1H-indol-5-yl)-1H-pyrazol-3-carboxamid CC1=CC(=NN1C=1C=C2C=CN(C2=CC1)CC1=CC=C(C=C1)N1CCNCC1)C(=O)N